5-(3-chlorophenoxy)-3-(((3-fluoropyridin-2-yl)methyl)amino)-4H-benzo[e][1,2,4]thiadiazine 1,1-dioxide ClC=1C=C(OC2=CC=CC3=C2NC(=NS3(=O)=O)NCC3=NC=CC=C3F)C=CC1